FC=1C=CC(=NC1)C=1NC2=CC=C(C=C2C1C)CNC(=O)C=1C(=NC=NC1)C N-[[2-(5-fluoro-2-pyridyl)-3-methyl-1H-indol-5-yl]methyl]-4-methyl-pyrimidine-5-carboxamide